(3R)-3-(4-Aminoimidazo[4,5-c]quinolin-1-yl)-4-ethoxy-2-methyl-butan-2-ol NC1=NC=2C=CC=CC2C2=C1N=CN2[C@@H](C(C)(O)C)COCC